CC1=C(OCC(=O)NC2=CC3=C(NC(S3)=O)C=C2)C=CC=C1 2-(2-methylphenoxy)-N-(2-oxo-3H-1,3-benzothiazol-6-yl)acetamide